OC(CC=1C(=C(C(=O)O)C=CC1)NC1=CC=NC2=CC(=CC=C12)Cl)CO 2,3-dihydroxypropyl-2-((7-chloroquinolin-4-yl)amino)benzoic acid